4-[[4,6-bis(octylthio)-1,3,5-triazin-2-yl]amino]-2,6-ditertiary butyl-phenol C(CCCCCCC)SC1=NC(=NC(=N1)SCCCCCCCC)NC1=CC(=C(C(=C1)C(C)(C)C)O)C(C)(C)C